tert-Butyl 8-[6-[2-(tert-butoxycarbonylamino)-3-cyano-7-fluoro-benzothiophen-4-yl]-3-ethylsulfanyl-7,9-dihydrofuro[3,4-f]quinazolin-1-yl]-3,8-diazabicyclo[3.2.1]octane-3-carboxylate C(C)(C)(C)OC(=O)NC=1SC2=C(C1C#N)C(=CC=C2F)C=2C1=C(C=3C(=NC(=NC3C2)SCC)N2C3CN(CC2CC3)C(=O)OC(C)(C)C)COC1